2-(4-hydroxy-phenyl)lactic acid OC1=CC=C(C=C1)C(C(=O)O)(O)C